C(C1=CC=CC=C1)OC[C@@H]1N(C2=C(OC1)N=CC(=C2)Cl)C(=O)OC(C)(C)C tert-butyl (S)-2-((benzyloxy) methyl)-7-chloro-2,3-dihydro-1H-pyrido[2,3-b][1,4]oxazine-1-carboxylate